2-(trifluoromethyl)-1'-((4-(trifluoromethyl)phenyl)sulfonyl)-2',3'-dihydro-1'H-spiro[cyclohexane-1,4'-quinoline]-6'-carboxylic acid methyl ester COC(=O)C=1C=C2C3(CCN(C2=CC1)S(=O)(=O)C1=CC=C(C=C1)C(F)(F)F)C(CCCC3)C(F)(F)F